(1s,4s)-2'-bromo-4-[(3-chlorophenyl)(trifluoroacetyl)amino]-5'-fluoro-6'-formylspiro[cyclohexane-1,1'-indene]-4-carboxylic acid methyl ester COC(=O)C1(CCC2(C(=CC3=CC(=C(C=C23)C=O)F)Br)CC1)N(C(C(F)(F)F)=O)C1=CC(=CC=C1)Cl